S1C(=NC2=C1C=CC=C2)NC2=C(C1=C(N=N2)N(CCC1)C=1SC(=C(N1)C(=O)O)CCCOC1=C(C=C(C=C1)CCCN1CCN(CC1)C)F)C [3-(1,3-benzothiazol-2-ylamino)-4-methyl-6,7-dihydro-5H-pyrido[2,3-c]pyridazin-8-yl]-5-[3-[2-fluoro-4-[3-(4-methylpiperazin-1-yl)propyl]phenoxy]propyl]thiazole-4-carboxylic acid